1-(3-(benzofuran-5-yl)-6-(2,2-difluorobutyl)pyrazin-2-yl)piperidine-4-carboxylic acid O1C=CC2=C1C=CC(=C2)C=2C(=NC(=CN2)CC(CC)(F)F)N2CCC(CC2)C(=O)O